3-xylylenebis(citraconimide) C1(=CC(=CC=C1)CCC=1C(=O)NC(C1)=O)CCC=1C(=O)NC(C1)=O